Sodium deoxycholine CC[N+](C)(C)C.[Na+]